[N+](=O)([O-])C1=CC=C(C=C1)C=1CCN(CC1)C(=O)OC(C)(C)C tert-butyl 4-(4-nitrophenyl)-3,6-dihydropyridine-1(2H)-carboxylate